N-(5-cyano-4-(((2R)-1-(methylsulfinyl)propan-2-yl)amino)pyridin-2-yl)-7-formyl-6-((4-methyl-2-oxopiperazin-1-yl)methyl)-3,4-dihydro-1,8-naphthyridine-1(2H)-carboxamide C(#N)C=1C(=CC(=NC1)NC(=O)N1CCCC2=CC(=C(N=C12)C=O)CN1C(CN(CC1)C)=O)N[C@@H](CS(=O)C)C